NC=1C=C(OC2=CC=C(C(C)(C)C3=CC(=CC=C3)C(C3=CC=C(C=C3)OC3=CC(=CC=C3)N)(C)C)C=C2)C=CC1 1,3-bis[4-(3-aminophenoxy)-alpha,alpha-dimethylbenzyl]benzene